FC(F)C1=NN=C2N1C=C(C=C2)C(=O)N (difluoromethyl)-[1,2,4]triazolo[4,3-a]pyridine-6-carboxamide